5'-methyl-3-((4-methylpiperazin-1-yl)sulfonyl)-4-pentyl-1',2',3',4'-tetrahydro-[1,1-biphenyl]-2,6-diol CC=1CCCC(C1)C=1C(=C(C(=CC1O)CCCCC)S(=O)(=O)N1CCN(CC1)C)O